3-(3-Cyclopropylpyridin-2-yl)-4-methylaniline C1(CC1)C=1C(=NC=CC1)C=1C=C(N)C=CC1C